Cl.ClC1=CC=C(C=C1)[C@@H]([C@@H](N)C1=CC=C(C=C1)Cl)N (1S,2S)-1,2-bis(4-chlorophenyl)ethylenediamine hydrochloride